3-(6-fluoro-2-{[(1-methyl-1H-indol-6-ylmethyl)-amino]-methyl}-1H-indol-3-yl)-5-hydroxy-2,3-dihydro-isoindol-1-one FC1=CC=C2C(=C(NC2=C1)CNCC1=CC=C2C=CN(C2=C1)C)C1NC(C2=CC=C(C=C12)O)=O